C1(CC1)C(=O)N1[C@@H](CN(CC1)C1=NC(=NC(=C1C#N)OCC(F)(F)F)C=1C=NN(C1)C)C 4-[(3R)-4-(cyclopropylcarbonyl)-3-methylpiperazin-1-yl]-2-(1-methyl-1H-pyrazol-4-yl)-6-(2,2,2-trifluoroethoxy)pyrimidine-5-carbonitrile